CN(S(=O)(=O)C=1C=CC(=C(C1)C=1N(C2=CC=CC=C2C1)C(=O)OC(C)(C)C)N1C[C@H](CC1)O)C tert-butyl (S)-2-(5-(N,N-dimethylsulfamoyl)-2-(3-hydroxypyrrolidin-1-yl)phenyl)-1H-indole-1-carboxylate